NC\C=C(\CN1N=NC2=C1C=C(C=C2C2=CC(=CC=C2)S(NC2CC2)(=O)=O)C(=O)OC)/F methyl (Z)-1-(4-amino-2-fluorobut-2-en-1-yl)-4-(3-(N-cyclopropylsulfamoyl)phenyl)-1H-benzo[d][1,2,3]triazol-6-carboxylate